N-(8-amino-6-(5-amino-4-methylpyridin-3-yl)-7-fluoroisoquinolin-3-yl)-3-(3-(2-(2-((2-(2,6-dioxopiperidin-3-yl)-1,3-dioxoisoindolin-4-yl)amino)ethoxy)ethoxy)propanamido)propanamide NC=1C(=C(C=C2C=C(N=CC12)NC(CCNC(CCOCCOCCNC1=C2C(N(C(C2=CC=C1)=O)C1C(NC(CC1)=O)=O)=O)=O)=O)C=1C=NC=C(C1C)N)F